ClC1=CC(N2CCCC2=C1C(=O)N[C@@H](CCOC1CC(C1)CCC1=NC=2NCCCC2C=C1)C(=O)O)=O N-(7-chloro-5-oxo-1,2,3,5-tetrahydroindolizine-8-carbonyl)-O-((1r,3r)-3-(2-(5,6,7,8-tetrahydro-1,8-naphthyridin-2-yl)ethyl)cyclobutyl)-L-homoserine